(2R,3S)-3-((isopropylthio)methyl)-2-methylazetidine C(C)(C)SC[C@@H]1[C@H](NC1)C